methyl (2S)-2-((2S)-2-((((2-(3-chlorobenzyl)cyclopentyl)oxy)carbonyl) amino)-3-cyclohexylpropanamido)-3-((S)-2-oxopyrrolidin-3-yl)propanoate ClC=1C=C(CC2C(CCC2)OC(=O)N[C@H](C(=O)N[C@H](C(=O)OC)C[C@H]2C(NCC2)=O)CC2CCCCC2)C=CC1